C(C)(C)(C)OC(NC1CCN(CC1)CC1=CC=C(C=C1)CO)=O (1-(4-(hydroxymethyl)benzyl)piperidin-4-yl)carbamic acid tert-butyl ester